C(C=C)N1C(NC2=CC=CC=C12)=NS(=O)(=O)C1=CC=C(C=C1)C N-(1-allyl-3-azaindol-2-ylidene)-4-methylbenzenesulfonamide